(+)-[3-(1H-pyrazol-5-yl)pyrrolidin-1-yl]-[3-(4-tetrahydropyran-4-ylphenyl)azetidin-1-yl]methanone N1N=CC=C1C1CN(CC1)C(=O)N1CC(C1)C1=CC=C(C=C1)C1CCOCC1